N-(2-Amino-4-((4-(trifluoromethyl)phenethyl)amino)phenyl)decanamid tert-butyl-4-(1-(3-bromo-2-cyanophenyl)-3,3-dimethyl-2-oxoindolin-6-yl)piperazine-1-carboxylate C(C)(C)(C)OC(=O)N1CCN(CC1)C1=CC=C2C(C(N(C2=C1)C1=C(C(=CC=C1)Br)C#N)=O)(C)C.NC1=C(C=CC(=C1)NCCC1=CC=C(C=C1)C(F)(F)F)NC(CCCCCCCCC)=O